[F-].[Na+].C(C)N(C(C1=CC=C(C=C1)C1=CC(=C2C(=N1)OC=N2)NCCCN2CCCCC2)=O)CC N,N-diethyl-4-(7-((3-(piperidin-1-yl)propyl)amino)oxazolo[5,4-b]pyridin-5-yl)benzamide sodium fluoride